(S)-7-fluoro-8-methyl-6-((3-methylpiperidin-1-yl)methyl)-4H-chromen-4-one FC1=C(C=C2C(C=COC2=C1C)=O)CN1C[C@H](CCC1)C